ClC1=CC=C(C(=C1)O)NC(C1=CC=CC=C1)=O N-(4-chloro-6-hydroxyphenyl)benzamide